[Si](C)(C)(C(C)(C)C)OC1(CC1)C=1C=C(C(=O)O)C=CN1 2-(1-((tert-butyldimethylsilyl)oxy)cyclopropyl)isonicotinic acid